CN(C=1C(=C(C(=C2C=NNC12)C=1C=CC=2N(N1)C=C(N2)NC(=O)C2C(C2)F)CC)F)C N-(6-(7-(dimethylamino)-5-ethyl-6-fluoro-1H-indazol-4-yl)imidazo[1,2-b]pyridazin-2-yl)-2-fluorocyclopropane-1-carboxamide